C(C)(=O)NC=1N=C2N(N=C(C=C2)C=2C=C(C(=NC2C)C)C(=O)NC([2H])C2=C(C=CC(=C2)C(F)(F)F)F)C1 5-{2-acetamidoimidazo[1,2-b]pyridazin-6-yl}-N-{[2-fluoro-5-(trifluoromethyl)phenyl](deutero)methyl}-2,6-dimethylpyridine-3-carboxamide